1,2-dichloroethane-1,2-diamine ClC(C(N)Cl)N